O1COC2=C1C=CC=C2COCC2=CC(=NC=C2)N2CCCCC2 4-(1,3-benzodioxol-4-ylmethoxymethyl)-2-(1-piperidyl)pyridine